COC1=NC=C(C2=C1N=C(S2)NC(=O)N2C[C@@]1(CC2)COCCC1)C1=CCC(CC1)OC (5R)-N-[4-methoxy-7-(4-methoxycyclohex-1-en-1-yl)-[1,3]thiazolo[4,5-c]pyridin-2-yl]-7-oxa-2-azaspiro[4.5]decane-2-carboxamide